N-[(3S)-9-fluoro-2-oxo-5-phenyl-1,3-dihydro-1,4-benzodiazepin-3-yl]-6-methoxy-2-(6-methylpyridin-3-yl)imidazo[1,2-b]pyridazine-3-carboxamide FC1=CC=CC=2C(=N[C@@H](C(NC21)=O)NC(=O)C2=C(N=C1N2N=C(C=C1)OC)C=1C=NC(=CC1)C)C1=CC=CC=C1